5-[(3R,9aS)-8-[2-Chloro-3-(3-fluoro-1H-pyrazol-4-yl)benzoyl]-3,4,6,7,9,9a-hexahydro-1H-pyrazino[2,1-c][1,4]oxazin-3-yl]-2-fluorobenzonitril ClC1=C(C(=O)N2C[C@H]3CO[C@@H](CN3CC2)C=2C=CC(=C(C#N)C2)F)C=CC=C1C=1C(=NNC1)F